8-(4-Chlorophenyl)-1-(4-methoxypyrimidin-2-yl)-3-methyl-1,3-dihydro-2H-imidazo[4,5-c]quinolin-2-imine ClC1=CC=C(C=C1)C1=CC=2C3=C(C=NC2C=C1)N(C(N3C3=NC=CC(=N3)OC)=N)C